ClC1=NC2=CC(=CC=C2C(=N1)NC1=CC=C(C#N)C=C1)F 4-((2-chloro-7-fluoroquinazolin-4-yl)amino)benzonitrile